NC=1C(=C2C=NN(C2=CC1)CCOC)N1C[C@@H]([C@@H](C1)C)NC(OC(C)(C)C)=O tert-butyl N-[(3R,4R)-1-[5-amino-1-(2-methoxyethyl) indazol-4-yl]-4-methyl-pyrrolidin-3-yl]carbamate